C(C)(C)(C)OC(=O)N[C@H](C(=O)O)CC1=CC(=C(C=C1)NC1=NC=C(C(=N1)NC1CC1)C(F)(F)F)C#C (S)-2-((tert-butoxycarbonyl)amino)-3-(4-((4-(cyclopropylamino)-5-(trifluoromethyl)pyrimidin-2-yl)amino)-3-ethynylphenyl)propionic acid